CN1C2=C([Sn](C3=C1C=CC=C3)(C)C)C=CC=C2 5,10,10-Trimethylbenzo[b][1,4]benzazastannine